(S)-4-{4-[5-(acetamidomethyl)-2-oxooxazolidin-3-yl]-2-fluorophenyl}-1-(4-t-butylbenzyl)pyridine-1-ium bromide [Br-].C(C)(=O)NC[C@H]1CN(C(O1)=O)C1=CC(=C(C=C1)C1=CC=[N+](C=C1)CC1=CC=C(C=C1)C(C)(C)C)F